4-(2,6-diazaspiro[3.3]heptan-2-yl)-1-[4-(trifluoromethoxy)phenyl]pyrazolo[3,4-b]pyridin C1N(CC12CNC2)C2=C1C(=NC=C2)N(N=C1)C1=CC=C(C=C1)OC(F)(F)F